(S)-2-(8-(5,6,7,8-tetrahydropyrido[3,4-d]pyrimidin-2-yl)-6,6a,7,8,9,10-hexahydro-5H-pyrazino[1',2':4,5]pyrazino[2,3-c]pyridazin-2-yl)phenol N1=C(N=CC2=C1CNCC2)N2C[C@H]1N(C=3C(=NN=C(C3)C3=C(C=CC=C3)O)NC1)CC2